4-(4-(2-amino-6-isopropylpyrimidin-4-yl)piperazin-2-yl)-3-bromophenol NC1=NC(=CC(=N1)N1CC(NCC1)C1=C(C=C(C=C1)O)Br)C(C)C